C1(CC1)[S@@](=O)(=N)C1=C(C=C2CCN(C2=C1)C(=O)[C@@H]1CC2=CC=C(C=C2C1)C1=NC=CC=C1)F (S)-cyclopropyl(5-fluoro-1-((R)-5-(pyridin-2-yl)-2,3-dihydro-1H-indene-2-carbonyl)indolin-6-yl)(imino)-λ6-sulfanone